(3aR,5s,6aS)-N-(6-(2-methyl-4-(tri-fluoromethyl)-2H-indazol-5-yl)-pyridazin-3-yl)-2-((tetra-hydro-2H-pyran-4-yl)methyl-d2)octa-hydrocyclopenta-[c]pyrrol-5-amine CN1N=C2C=CC(=C(C2=C1)C(F)(F)F)C1=CC=C(N=N1)NC1C[C@@H]2[C@@H](CN(C2)C([2H])([2H])C2CCOCC2)C1